rac-(2R,5R)-2-(2-amino-3-chlorophenyl)-5-(propan-2-yl)morpholine-4-carboxylic acid tert-butyl ester C(C)(C)(C)OC(=O)N1C[C@H](OC[C@H]1C(C)C)C1=C(C(=CC=C1)Cl)N |r|